(5-chloro-1-methyl-1H-indol-2-yl)(4-isothiocyanatopiperidin-1-yl)methanone ClC=1C=C2C=C(N(C2=CC1)C)C(=O)N1CCC(CC1)N=C=S